tert-butyl 6-amino-4-fluoro-3',6'-dihydro-[3,4'-bipyridine]-1'(2'H)-carboxylate NC1=CC(=C(C=N1)C=1CCN(CC1)C(=O)OC(C)(C)C)F